CC(=CCOC1=CC=C(C=C1)C=CC(=O)C1=C(C=CC=C1)CC(=O)O)C 2-[2-[3-[4-(3-Methylbut-2-enoxy)phenyl]prop-2-enoyl]phenyl]acetic acid